C(C1=CC=CC=C1)S(=O)(=O)NC(C1=CC=C(C=C1)N1CCN(CC1)CC1=C(C=CC=C1)C=1C=NC=C(C1)OCC)=O N-benzylsulfonyl-4-[4-[[2-(5-ethoxypyridin-3-yl)phenyl]methyl]piperazin-1-yl]benzamide